5-oxo-4-phenyl-3-thioxo-2,3,4,5-tetrahydro-1,2,4-triazine-6-carboxylic acid ethyl ester C(C)OC(=O)C=1C(N(C(NN1)=S)C1=CC=CC=C1)=O